FC=1C=NC=CC1C=1N=C2N(N=C(C=C2)C)C1C(=O)N[C@@H]1C(NC2=C(C(=N1)C1=CC=CC=C1)C=CC=C2)=O 2-(3-fluoropyridin-4-yl)-6-methyl-N-[(3S)-2-oxo-5-phenyl-1,3-dihydro-1,4-benzodiazepine-3-Yl]imidazo[1,2-b]pyridazine-3-carboxamide